N-bromomethyl-2,3-dichloromaleimide BrCN1C(C(=C(C1=O)Cl)Cl)=O